C1=CC2=C(C=C1Cl)C3=CC(=C(C=C3O2)O)Cl The molecule is a member of the class of dibenzofurans that is dibenzo[b,d]furan substituted by chloro groups at positions 2 and 8 and a hydroxy group at position 3. It is a member of dibenzofurans, an organochlorine compound and a member of phenols. It derives from a hydride of a dibenzofuran.